(2S,3R)-3-(3,4-bis(benzyloxy)phenyl)-2,3-dihydroxypropyl 4-methylbenzenesulfonate CC1=CC=C(C=C1)S(=O)(=O)OC[C@@H]([C@H](O)C1=CC(=C(C=C1)OCC1=CC=CC=C1)OCC1=CC=CC=C1)O